4-methyl-3-oxo-3,4-dihydro-2H-1,4-benzothiazine-6-carboxylic acid CN1C(CSC2=C1C=C(C=C2)C(=O)O)=O